3,5-bis((1-isopropyl-1H-1,2,3-triazol-4-yl)methylene)-1-(methylsulfonyl)piperidin-4-one C(C)(C)N1N=NC(=C1)C=C1CN(CC(C1=O)=CC=1N=NN(C1)C(C)C)S(=O)(=O)C